OCCCCOC1=C(C=C(C=C1)[N+](=O)[O-])[N+](=O)[O-] 1-(4-hydroxybutoxy)-2,4-dinitrobenzene